NC1=NC(=C(C(=N1)N)OCCCOC1=C(C=CC=C1)CCCCC(=O)NO)CC 5-(2-(3-[(2,4-Diamino-6-ethylpyrimidin-5-yl)oxy]propoxy)phenyl)-N-hydroxypentanamide